CC(CCC=C(C)C)C1CCC(=CC1C1=C(C=C(C=C1O)CCCCC)O)C [6-(1,5-dimethylhex-4-en-1-yl)-3-methylcyclohex-2-en-1-yl]-5-pentylbenzene-1,3-diol